C(C)(C)(C)OC(=O)N1CCN(CCC1)C1=CC(=NC=C1)[N+](=O)[O-].NC=1C=C(OC=2C=C(C)C=C(C2)OC2=CC(=CC=C2)N)C=CC1 3,5-bis(3-aminophenoxy)toluene tert-butyl-4-(2-nitropyridin-4-yl)-1,4-diazepane-1-carboxylate